4-bromo-2-[(5-chloro-2-pyridyl)methoxy]thiazole BrC=1N=C(SC1)OCC1=NC=C(C=C1)Cl